methyl (1R,2S,5S)-3-((S)-2-amino-3-cyclopropylpropanoyl)-6,6-dimethyl-3-azabicyclo[3.1.0]hexane-2-carboxylate N[C@H](C(=O)N1[C@@H]([C@H]2C([C@H]2C1)(C)C)C(=O)OC)CC1CC1